BrC=1C(=NC=CC1)CC1N(C(C2=CC=CC=C12)=O)CC1=CC=C2C(=N1)OC(N2)=O 5-((1-((3-bromopyridin-2-yl)methyl)-3-oxoisoindolin-2-yl)methyl)oxazolo[5,4-b]pyridin-2(1H)-one